(S)-3-amino-1-methyl-5-(tetrahydrofuran-3-yl)-1H-pyrrolo[3,2-c]pyridin-4(5H)-one NC1=CN(C2=C1C(N(C=C2)[C@@H]2COCC2)=O)C